C(C)OC(OCC)[SiH2]CCCNC(=O)N N-(3-diethoxymethylsilylpropyl)urea